(R)-((1-(2-Bromo-5-methylisonicotinoyl)-5,5-difluoropiperidin-2-yl)methyl)carbamate BrC=1C=C(C(=O)N2[C@H](CCC(C2)(F)F)CNC([O-])=O)C(=CN1)C